ISOXAZOLINECARBOXAMIDE O1N=C(CC1)C(=O)N